(S)-1-ethoxypropan C(C)OCCC